4-(3,4-dimethylphenyl)-6-methyl-1-((2-(trimethylsilyl)ethoxy)methyl)-1,6-dihydro-7H-pyrazolo[3,4-c]pyridin-7-one CC=1C=C(C=CC1C)C=1C2=C(C(N(C1)C)=O)N(N=C2)COCC[Si](C)(C)C